2-(Diphenylamino)-N-(7-(hydroxyamino)-7-oxoheptyl)pyrimidine C1(=CC=CC=C1)N(C1N(C=CC=N1)CCCCCCC(=O)NO)C1=CC=CC=C1